N-{6-Cyclopropyl-4-[4-fluoro-2-(4-methyl-4H-1,2,4-triazol-3-yl)phenyl]-2-pyridyl}-1-cyclopropyl-5-cyclopropyl-2-oxo-1,2-dihydronicotinamide C1(CC1)C1=CC(=CC(=N1)NC(C=1C(N(C=C(C1)C1CC1)C1CC1)=O)=O)C1=C(C=C(C=C1)F)C1=NN=CN1C